dimethylvinylmethylenebis(tricyclopentylphosphine) ruthenium dichloride [Ru](Cl)Cl.CC(=CC(P(C1CCCC1)(C1CCCC1)C1CCCC1)P(C1CCCC1)(C1CCCC1)C1CCCC1)C